C(C)C1(CC1)OC1=CC=C(C=C1)Br ethyl-1-(4-bromophenoxy)cyclopropane